9-((2-chloro-4-phenoxyphenyl)(hydroxy)methyl)-2-(methoxymethyl)-2-Methyl-1,2,4,7-tetrahydro-3H-pyrrolo[3',2':5,6]pyrido[3,4-b]pyrazin ClC1=C(C=CC(=C1)OC1=CC=CC=C1)C(C1=CNC2=C1C1=C(NCC(N1)(C)COC)C=N2)O